COC=1C=C2CCN(CC2=CC1NC1=NC=C(C(=N1)NC1=C2CCN(C(C2=CC=C1)=O)C)C(=O)N)C 2-[(6-methoxy-2-methyl-1,2,3,4-tetrahydroisoquinolin-7-yl)amino]-4-[(2-methyl-1-oxo-1,2,3,4-tetrahydroisoquinolin-5-yl)amino]pyrimidine-5-carboxamide